6-(diethylamino)-9-(2-isocyanatophenyl)-3H-anthracene C(C)N(C1=CC2=CC3=CCCC=C3C(=C2C=C1)C1=C(C=CC=C1)N=C=O)CC